2-(3-(3,5-Bis(trifluoromethyl)phenyl)-1H-1,2,4-triazol-1-yl)-1-methyl-1H-imidazole-4,5-dicarbonitrile FC(C=1C=C(C=C(C1)C(F)(F)F)C1=NN(C=N1)C=1N(C(=C(N1)C#N)C#N)C)(F)F